Imidazole tetrafluoroborate F[B-](F)(F)F.N1C=NC=C1